NC=1C=CC(=C2CN(C(C12)=O)CC(C(=O)N)=C)C=1C=C2C(=NNC2=CC1)C#N 2-[[7-amino-4-(3-cyano-1H-indazol-5-yl)-1-oxo-isoindolin-2-yl]methyl]prop-2-enamide